tert-butyl N-[(1S)-1-(dicyclopropylmethyl)-2-[[1-[3,3-difluoro-1-(2-methoxy-3-pyridyl)propyl]pyrazol-4-yl]amino]-2-oxo-ethyl]carbamate C1(CC1)C([C@@H](C(=O)NC=1C=NN(C1)C(CC(F)F)C=1C(=NC=CC1)OC)NC(OC(C)(C)C)=O)C1CC1